7-(piperazin-1-yl)-5-((3-(trifluoromethoxy)pyridin-2-yl)methyl)pyrido[2,3-b]pyrazin-6(5H)-one N1(CCNCC1)C1=CC=2C(=NC=CN2)N(C1=O)CC1=NC=CC=C1OC(F)(F)F